COC1C2C3CC(CC3C(C1)C2)C(=O)O 5-Methoxyoctahydro-1H-4,7-methanoindene-2-carboxylic acid